FC1=C(C(=C(C=C1OC)OC)F)N1C(N(C2=C(C1)C=NC1=C2C=CN1)C1=CC=C(C#N)C=C1)=O 4-[3-(2,6-difluoro-3,5-dimethoxyphenyl)-2-oxo-2,3,4,7-tetrahydro-1H-pyrrolo[3',2':5,6]pyrido(4,3-d)pyrimidin-1-yl]benzonitrile